9-octyl-carbazole-2,7-diboronic acid dipicolinate N1=C(C=CC=C1)C(=O)O.N1=C(C=CC=C1)C(=O)O.C(CCCCCCC)N1C2=CC(=CC=C2C=2C=CC(=CC12)B(O)O)B(O)O